2,3-dimethyl-7,8-dihydrofuro[2,3-D]pyrrolo[1,2-a]pyrimidine-4(6H)-thione CC1=C(C2=C(N=C3N(C2=S)CCC3)O1)C